4-benzyl-2-(8-fluoro-3-quinolyl)-6,6-dimethyl-4,5-dihydro-1,3-oxazine C(C1=CC=CC=C1)C1N=C(OC(C1)(C)C)C=1C=NC2=C(C=CC=C2C1)F